(2-phenoxyethyl) sulfoxide O(C1=CC=CC=C1)CCS(=O)CCOC1=CC=CC=C1